6-heptylgluconate C(CCCCCC)C([C@H]([C@H]([C@@H]([C@H](C(=O)[O-])O)O)O)O)O